OC(CC(=O)[O-])CCCCCCCCCCCCCCC 3-hydroxystearate